C(C(O)C)(=O)[O-].[Ca+2].C(C(O)C)(=O)[O-] calcium DL-lactate